2-(Cyclohexylamino)benzoic acid C1(CCCCC1)NC1=C(C(=O)O)C=CC=C1